BrC=1C=C2CCN(C2=CC1)C1=NC(=NC2=CC=CC=C12)C 4-(5-bromo-2,3-dihydro-1H-indol-1-yl)-2-methyl-quinazoline